C1=CC=CC=2C3=CC=CC=C3C(C12)COC(=O)N([C@@H](C(=O)O)CC(C)C)C (2R)-2-[9H-fluoren-9-ylmethoxycarbonyl(methyl)amino]-4-methyl-pentanoic acid